FC=1C2=C(C=NC1)OC1=C(C(C2)CN)C=CC=C1 (4-fluoro-5,6-dihydrobenzo[6,7]oxepino[2,3-c]pyridin-6-yl)methanamine